FC=1C=C2C(CCC2=CC1F)=O 5,6-difluoro-3-oxo-2,3-dihydro-1H-indene